5-(tert-butyl)-9-(difluoromethoxy)-1-(2,4-dimethoxybenzyl)-11-methoxy-2-oxo-1,2,5,6-tetrahydropyrido[2',1':2,3]imidazo[4,5-h]quinoline-3-carboxylic acid C(C)(C)(C)C1C=2C=C(C(N(C2C2=C(C1)N1C(=N2)C(=CC(=C1)OC(F)F)OC)CC1=C(C=C(C=C1)OC)OC)=O)C(=O)O